6-bromo-3-iodoimidazo[1,2-b]pyridazine BrC=1C=CC=2N(N1)C(=CN2)I